silver perchlorate, monohydrate O.Cl(=O)(=O)(=O)[O-].[Ag+]